2-((2-(2,6-dioxopiperidin-3-yl)-1,3-dioxoisoindolin-4-yl)oxy)ethyl 4-methylbenzenesulfonate CC1=CC=C(C=C1)S(=O)(=O)OCCOC1=C2C(N(C(C2=CC=C1)=O)C1C(NC(CC1)=O)=O)=O